C1(CCC1)CC(=O)NC1=CSC(=C1)C1=NC(=CN=C1)C1=C2C(=NC=C1)N(C=C2)COCC[Si](C)(C)C 2-cyclobutyl-N-(5-(6-(1-((2-(trimethylsilyl)ethoxy)methyl)-1H-pyrrolo[2,3-b]pyridin-4-yl)pyrazin-2-yl)thiophen-3-yl)acetamide